(1S,3S,4S)-2-(4,7-difluoro-1H-indole-2-carbonyl)-5,5-difluoro-N-((R,Z)-4-fluoro-4-(methylsulfonyl)-1-((R)-2-oxopyrrolidin-3-yl)but-3-en-2-yl)-2-azabicyclo[2.2.2]octane-3-carboxamide FC1=C2C=C(NC2=C(C=C1)F)C(=O)N1[C@@H]2CC([C@H]([C@H]1C(=O)N[C@H](C[C@@H]1C(NCC1)=O)\C=C(/S(=O)(=O)C)\F)CC2)(F)F